5-(Benzyloxy)-4-(7-((oxetan-3-ylamino)methyl)-1,2,3,4-tetrahydroisoquinoline-2-carbonyl)-1,3-phenylene bis(4-methylbenzenesulfonate) CC1=CC=C(C=C1)S(=O)(=O)OC1=CC(=C(C(=C1)OCC1=CC=CC=C1)C(=O)N1CC2=CC(=CC=C2CC1)CNC1COC1)OS(=O)(=O)C1=CC=C(C=C1)C